C(C=C)(=O)OCCCCCCCCCC[SiH2]C(Cl)Cl acryloyloxydecyl-dichloromethylsilane